tri-tert-butyl (3R,10S,14S)-1-[(1r,4S)-4-(aminomethyl)cyclohexyl]-1,4,12-trioxo-3-[(quinolin-7-yl)methyl]-2,5,11,13-tetraazahexadecane-10,14,16-tricarboxylate NCC1CCC(CC1)C(N[C@@H](C(NCCCC[C@H](NC(N[C@@H](CCC(=O)OC(C)(C)C)C(=O)OC(C)(C)C)=O)C(=O)OC(C)(C)C)=O)CC1=CC=C2C=CC=NC2=C1)=O